dodecyl methacrylate decyl-methacrylate C(CCCCCCCCC)OC(C(=C)C)=O.C(C(=C)C)(=O)OCCCCCCCCCCCC